O=C1NC(CCC1C1=NN(C2=CC(=CC=C12)NC(CN1CCC(CC1)CC[C@@H](OC=1C(=C(C=CC1)C=1C(=NC=CC1)C(=O)O)C)C)=O)C)=O 3-[3-[(1S)-3-[1-[2-[[3-(2,6-dioxo-3-piperidyl)-1-methyl-indazol-6-yl]amino]-2-oxo-ethyl]-4-piperidyl]-1-methyl-propoxy]-2-methyl-phenyl]pyridine-2-carboxylic acid